(S)-2-aminobutyronitrile N[C@H](C#N)CC